ClC=1C=C(C=C(C1CC1=CC(=C(C=C1)O)C(C)C)Cl)\C=C(\C(=O)O)/C(=O)OCC (Z)-3-(3,5-dichloro-4-(4-hydroxy-3-isopropylbenzyl)phenyl)-2-(ethoxycarbonyl)acrylic acid